methyl (2R)-2-[[(9H-fluoren-9-ylmethoxy) carbonyl]amino]-3-iodopropanoate C1=CC=CC=2C3=CC=CC=C3C(C12)COC(=O)N[C@H](C(=O)OC)CI